4-((7-((4-(methylsulfonyl)phenyl)amino)-2,6-naphthyridin-1-yl)ethynyl)phthalazin-1(2H)-one CS(=O)(=O)C1=CC=C(C=C1)NC1=NC=C2C=CN=C(C2=C1)C#CC1=NNC(C2=CC=CC=C12)=O